4-chloro-7-[(2-(trimethylsilyl)ethoxy)methyl]-7H-pyrrolo[2,3-d]pyrimidine ClC=1C2=C(N=CN1)N(C=C2)COCC[Si](C)(C)C